CC1CC(CCC1N)CC1CC(C(CC1)N)C bis(3-methyl-4-aminocyclohexyl)methane